C(C1=C(C(=O)Br)C(C(=O)Br)=C(C(=O)Br)C(C(=O)Br)=C1C(=O)Br)(=O)Br mellitic bromide